rel-6-chloro-3-({(3aS,4R,6aR)-2-[(5-methyl-2-thienyl)carbonyl]octahydrocyclopenta[c]pyrrol-4-yl}amino)-4-pyridazinecarbonitrile ClC1=CC(=C(N=N1)N[C@@H]1CC[C@H]2CN(C[C@H]21)C(=O)C=2SC(=CC2)C)C#N |o1:8,11,15|